OC1(CCC(CC1)C1=NN(C(=C1)C1[C@H]2CC(C[C@@H]12)N1CC2(CS(C2)(=O)=O)CC1)C(C)C)C(F)(F)F 6-((1R,3S,5S,6r)-6-(3-((1s,4S)-4-Hydroxy-4-(trifluoromethyl)cyclohexyl)-1-isopropyl-1H-pyrazol-5-yl)bicyclo[3.1.0]hexan-3-yl)-2-thia-6-azaspiro[3.4]octane 2,2-dioxide